(S)-6-(2,5-diaminopentyl)-11-fluoro-5,8-dihydrobenzo[5,6]azepino[3,4-b]indol-7(6H)-one hydrochloride salt Cl.N[C@H](CN1C(C=2NC=3C=CC(=CC3C2C2=C(C1)C=CC=C2)F)=O)CCCN